C1C2=CC=CC=C2C(=O)C3=CC=CC=C31 The molecule is a member of the class of anthracenes that is 9,10-dihydroanthracene carrying an oxo group at C-9. It has a role as a radical scavenger. It is a tautomer of a 9-anthrol.